C1(CC1)C1=CC=C2C(=NC(N(C2=C1)C1=CC=2N(C=C1)C=CN2)=O)NC 7-cyclopropyl-1-(imidazo[1,2-a]pyridin-7-yl)-4-(methylamino)quinazolin-2(1H)-one